[4-(8-hydroxy-octyloxy)-phenyl]-acetaldehyde OCCCCCCCCOC1=CC=C(C=C1)CC=O